O=C(C(=O)N)N1[C@H](CC[C@@H](C1)C)C1=CC(=NC(=C1)C)OC 2-Oxo-2-[(2R,5S)-2-(2-methoxy-6-methyl-4-pyridyl)-5-methyl-1-piperidyl]acetamide